2-((3-(5-(2-methyl-1,2,3,4-tetrahydroisoquinolin-7-yl)-1H-pyrrolo[2,3-b]pyridin-3-yl)prop-2-yn-1-yl)oxy)ethane-1-amine formate C(=O)O.CN1CC2=CC(=CC=C2CC1)C=1C=C2C(=NC1)NC=C2C#CCOCCN